[Cr].C1=CC=CC1 cyclopentanediene chromium